C1(=CC=C(C=C1)[C@](C([2H])([2H])[2H])([2H])N1N=CC2=C(C=CC(=C12)C(=O)NC1CC2(CC(C2)C(=O)O)C1)Cl)C1=CC=CC=C1 |o1:6| (Ra)-6-(1-((R) or (S)-1-([1,1'-biphenyl]-4-yl)ethyl-1,2,2,2-d4)-4-chloro-1H-indazole-7-carboxamido)spiro[3.3]heptane-2-carboxylic acid